5-(((2-(methylamino)-5-(3-((tetrahydro-2H-pyran-2-yl)oxy)quinolin-6-yl)-7-((2-(trimethylsilyl)ethoxy)methyl)-7H-pyrrolo[2,3-d]pyrimidin-4-yl)oxy)methyl)pyridine CNC=1N=C(C2=C(N1)N(C=C2C=2C=C1C=C(C=NC1=CC2)OC2OCCCC2)COCC[Si](C)(C)C)OCC=2C=CC=NC2